N-(3-Amino-4-(2-chloro-5-fluorophenoxy)-7-(cyclopropylethynyl)-1-methyl-1H-indazol-5-yl)-3-fluoro-5-(trifluoromethyl)benzamide NC1=NN(C2=C(C=C(C(=C12)OC1=C(C=CC(=C1)F)Cl)NC(C1=CC(=CC(=C1)C(F)(F)F)F)=O)C#CC1CC1)C